CC(C)(CCCC(CC=O)C)OC(C1=CC=C(C=C1)OC)=O 2,6-Dimethyl-8-oxooctan-2-yl-4-methoxybenzoat